ClC1=C(C(=CC=C1)F)N1C=2N(C3=C(C1=O)C=NC(=N3)NC3=CC=C1C4(CN(CC1=C3)S(=O)(=O)C)CC4)C=CN2 6-(2-chloro-6-fluorophenyl)-2-{[2'-(methylsulfonyl)-2',3'-dihydro-1'H-spiro[cyclopropane-1,4'-isoquinolin]-7'-yl]amino}imidazo[1,2-a]pyrimido[5,4-e]pyrimidin-5(6H)-one